F[C@H](CNC(=O)C=1C=NC=2N(C1NC(C)C)N=C(C2)C=2C=NC=C(C2)C)C(C)(C)O (R)-N-(2-fluoro-3-hydroxy-3-methylbutyl)-7-(isopropylamino)-2-(5-methylpyridin-3-yl)pyrazolo[1,5-a]pyrimidine-6-carboxamide